O=C1NC2=CC=C(C=C2CC1)N1C=NC2=C1C=CC(=C2)C(=O)N 1-(2-oxo-3,4-dihydro-1H-quinolin-6-yl)benzimidazole-5-carboxamide